ClC1=NC2=C(N1CCOC)C=C(C(=C2)Cl)Cl 2,5,6-trichloro-1-(2-methoxyethyl)-1H-benzo[d]imidazole